[Na+].[Na+].C(=C/C)/P([O-])([O-])=O cis-propenyl-phosphonic acid disodium salt